(2-((2-bromo-7-methylthiazolo[5,4-b]pyridin-5-yl)oxy)ethyl)carbamic acid tert-butyl ester C(C)(C)(C)OC(NCCOC1=CC(=C2C(=N1)SC(=N2)Br)C)=O